NC1=C(NOC=C1)C(=O)N aminooxazinamide